Methyl (R)-2-amino-3-(3-(5-ethyl-1-methyl-1H-pyrazol-4-yl)-5-fluorobenzamido)propanoate N[C@@H](C(=O)OC)CNC(C1=CC(=CC(=C1)F)C=1C=NN(C1CC)C)=O